(2-(2-bromoethoxy) ethyl) carbamate C(N)(OCCOCCBr)=O